FC(C(=O)N1CC(CC1)=O)(F)F 1-(2,2,2-trifluoroacetyl)pyrrolidin-3-one